2,5-dichloro-N-(2,4-difluoro-3-(2-iodoquinazolin-6-yl)phenyl)benzenesulfonamide ClC1=C(C=C(C=C1)Cl)S(=O)(=O)NC1=C(C(=C(C=C1)F)C=1C=C2C=NC(=NC2=CC1)I)F